azetidin-3-yl 5-[[4-[[2-(6-methyl-2-pyridyl)pyrimidin-4-yl]amino]pyrimidin-2-yl]amino]thiophene-2-carboxylate CC1=CC=CC(=N1)C1=NC=CC(=N1)NC1=NC(=NC=C1)NC1=CC=C(S1)C(=O)OC1CNC1